N-(6-bromo-2-methoxypyridin-3-yl)-4-(5-chloropyridine-2-yl)-1-methyl-1H-1,2,3-triazole-5-carboxamide BrC1=CC=C(C(=N1)OC)NC(=O)C1=C(N=NN1C)C1=NC=C(C=C1)Cl